(chloromethyl)-3-methylpyrazine ClCC1=NC=CN=C1C